N-(2-((1r,4r)-4-(hydroxymethyl)cyclohexyl)-6-(2-hydroxypropan-2-yl)-2H-indazol-5-yl)-4-(trifluoromethyl)pyrimidine-5-carboxamide OCC1CCC(CC1)N1N=C2C=C(C(=CC2=C1)NC(=O)C=1C(=NC=NC1)C(F)(F)F)C(C)(C)O